NC1=C(OCC2=CC=C(C=C2)CN2CCN(CC2)C(=O)OCC[Si](C)(C)C)C=CC=C1O 2-(Trimethylsilyl)ethyl 4-({4-[(2-amino-3-hydroxyphenoxy)methyl] phenyl} methyl)-piperazine-1-carboxylate